[N+](=O)([O-])C=1C=C(C(C(=O)O)=CC1)C(=O)O.OCC1(CC1)C=1C=C(C=CC1)C(C(=O)N)C1=CC=C(C=C1)C1=CC=2N(C=C1)N=CN2 [3-[1-(Hydroxymethyl)cyclopropyl]phenyl]-2-[4-([1,2,4]triazolo[1,5-a]pyridin-7-yl)phenyl]acetamide L-4-nitrophthalate